C(C=C)(=O)N[C@@H](CC1=CNC=N1)C(=O)O N-acrylyl-histidine